N=1C=CN2C=NC=CC21 IMIDAZO[1,2-C]PYRIMIDIN